2-fluoro-3-methyl-5,6,7,8-tetrahydronaphthalene-1-carboxylic acid FC1=C(C=2CCCCC2C=C1C)C(=O)O